NC1=NC(=CC(=N1)C1=CC=CC(=C1C#N)C)C=1N=NN(C1)CC1=NC(=CC=C1)C(C)(C)C 6-[2-amino-6-(1-{[6-(tert-butyl)-2-pyridinyl]methyl}-1H-1,2,3-triazol-4-yl)-4-pyrimidinyl]-2-methylbenzonitrile